FC1=CC(=CC=2N(C(=NC21)N2C[C@H]1[C@@H](OCCN1)CC2)[C@H](C)C2=CC=C(C=N2)C#N)F 6-((1R)-1-(4,6-Difluoro-2-((4aS,8aS)-hexahydro-2H-pyrido[4,3-b][1,4]oxazin-6(5H)-yl)-1H-benzimidazol-1-yl)ethyl)-3-pyridincarbonitril